2,2-bis[(allyloxy)methyl]propane-1,3-diol C(C=C)OCC(CO)(CO)COCC=C